OCCCC(C1CCCO1)O hydroxypropyl-tetrahydrofurfuryl alcohol